CN1C(C=CC=C1)C(=O)NC(F)(F)F 1-methyl-N-(trifluoromethyl)picolinamide